1,3-oxazole-4-carbaldehyde O1C=NC(=C1)C=O